BrC1=NC(=CC=C1OCC(C)(O)C)Br 1-[(2,6-dibromopyridin-3-yl)oxy]-2-methylpropan-2-ol